(6R)-6-({2-[1-(2-hydroxyethyl)-1H-pyrazol-4-yl][1,2,4]triazolo[1,5-c]quinazolin-5-yl}amino)-1,4-diazepan-5-one OCCN1N=CC(=C1)C1=NN2C(=NC=3C=CC=CC3C2=N1)N[C@H]1C(NCCNC1)=O